1-[N,N-bis(2-hydroxypropyl)aminomethyl]carboxybenzotriazole OC(CN(CC(C)O)CN1N=NC2=C1C=CC=C2C(=O)O)C